2-fluoro-2'-methyl-1,1'-biphenyl FC1=C(C=CC=C1)C1=C(C=CC=C1)C